methyl 2-((1S,4S,5R)-5-((5-cyclopropyl-3-(2-(trifluoromethoxy) phenyl) isoxazol-4-yl) methoxy)-2-azabicyclo[2.2.2]oct-2-yl)-4-fluorobenzo[d]thiazole-6-carboxylate C1(CC1)C1=C(C(=NO1)C1=C(C=CC=C1)OC(F)(F)F)CO[C@H]1[C@@H]2CN([C@H](C1)CC2)C=2SC1=C(N2)C(=CC(=C1)C(=O)OC)F